N-ethyl-3-(6-methyl-7-oxo-6,7-dihydro-1H-pyrrolo[2,3-c]pyridin-4-yl)-4-phenoxybenzamide C(C)NC(C1=CC(=C(C=C1)OC1=CC=CC=C1)C=1C2=C(C(N(C1)C)=O)NC=C2)=O